BrC1=CC(=CN(C1=O)CC1=NC(=NO1)CCC1=CC=C(C=C1)Cl)C#N 5-bromo-1-({3-[2-(4-chlorophenyl)ethyl]-1,2,4-oxadiazol-5-yl}methyl)-6-oxopyridine-3-carbonitrile